ethyl 2-(2-((5-bromo-1-methyl-1H-indazol-3-yl)methoxy)phenyl)acetate BrC=1C=C2C(=NN(C2=CC1)C)COC1=C(C=CC=C1)CC(=O)OCC